DIMETHYLALUMINUM CHLORIDE C[Al](C)Cl